N1=NC(=CC=C1)NC(=O)[C@H]1CC12CCN(CC2)C(=O)OC(C(F)(F)F)C(F)(F)F 1,1,1,3,3,3-Hexafluoropropan-2-yl (S)-(pyridazin-3-ylcarbamoyl)-6-azaspiro[2.5]octane-6-carboxylate